CC(CC=1NC2=CC=CC=C2C1)C(CCCCCCCCCCCCCCC)C 2,3-dimethyl-octadecyl-indole